(10S,13S,16R,17S)-17-(2-hydroxyacetyl)-10,13,16-trimethyl-6,7,8,10,12,13,14,15,16,17-decahydro-3H-cyclopenta[a]phenanthren-3-one OCC(=O)[C@H]1[C@@H](CC2C3CCC4=CC(C=C[C@@]4(C3=CC[C@]12C)C)=O)C